(4-((3,4-dihydroisoquinolin-2(1H)-yl)methyl)-4-hydroxypiperidin-1-yl)(3-thiomorpholinophenyl)methanone C1N(CCC2=CC=CC=C12)CC1(CCN(CC1)C(=O)C1=CC(=CC=C1)N1CCSCC1)O